Decanolate C(CCCCCCCCC)[O-]